C(C1=CC=CC=C1)(C1=CC=CC=C1)C1=CC(=C(C(=C1)C(C)C)N1C=[N+](C=C1)C1=C(C=C(C=C1C(C)C)C(C1=CC=CC=C1)C1=CC=CC=C1)C(C)C)C(C)C 1,3-di(4-benzhydryl-2,6-diisopropylphenyl)imidazolium